C(=O)O.N1N=C(N=C1N)N 1H-1,2,4-triazole-3,5-diamine (formate)